C1(CC1)S(=O)(=O)NC1=CN=CC(=N1)[C@](C(=O)NC1=NC=C(C=C1)C1=NC(=CN=C1)OCC)(CC)F (S)-2-(6-(cyclopropanesulfonamido)pyrazin-2-yl)-N-(5-(6-ethoxypyrazin-2-yl)pyridin-2-yl)-2-fluorobutanamide